2-(difluoromethoxy)-6-(methoxy-d3)pyridin-3-amine FC(OC1=NC(=CC=C1N)OC([2H])([2H])[2H])F